1,3-bis[(oxolane-2-yl)methyl]imidazolium O1C(CCC1)CN1C=[N+](C=C1)CC1OCCC1